FCC1OC(OC1)=O 4-(fluoromethyl)-1,3-dioxolan-2-one